ethyl 1-(6-((2-methoxyethyl)amino)-4-morpholino-5-nitropyridin-2-yl)-3-(m-tolyl)-1H-pyrazole-5-carboxylate COCCNC1=C(C(=CC(=N1)N1N=C(C=C1C(=O)OCC)C=1C=C(C=CC1)C)N1CCOCC1)[N+](=O)[O-]